C(C)(=O)[O-].C[N+](C)(CCO)CCCCCCCCCCCCCCCCCCCCCC N,N-dimethyl-behenyl-hydroxyethyl-ammonium acetate